COC([C@@H](CC1=CC=CC=C1)N1N=NN=C1CCCOCC1=CC=CC=C1)=O (2R)-2-{5-[3-(benzyloxy)propyl]-1H-tetrazol-1-yl}-3-phenylpropionic acid methyl ester